CS(=O)(=O)OC[C@@H](C)[C@H]1CC[C@H]2[C@@H]3[C@H]4[C@@H](C5=CC(CC[C@]5(C)[C@H]3CC[C@]12C)=O)O4 (6α,7α,20S)-20-(1-methanesulfonyloxymethyl)-6,7-epoxy-pregn-4-en-3-one